CC=1C=C(COC2=CC=C(C=C2)CCO)C=CC1 2-[4-(3-methylbenzyloxy)phenyl]ethanol